(2S)-4-methyl-2-pentylamine hydrochloride Cl.CC(C[C@H](C)N)C